(E)-3-methyl-6-styrylisoxazolo[4,5-c]pyridine CC1=NOC2=C1C=NC(=C2)\C=C\C2=CC=CC=C2